methyl 3-((5-(3-(aminomethyl)phenyl)-1-isopropyl-1H-indazol-3-yl)methoxy)benzoate NCC=1C=C(C=CC1)C=1C=C2C(=NN(C2=CC1)C(C)C)COC=1C=C(C(=O)OC)C=CC1